NCC1=C(C=CC(=C1F)OC)S(=O)(=O)N(C)C 2-(aminomethyl)-3-fluoro-4-methoxy-N,N-dimethylbenzenesulfonamide